CC12OC3(OC(P(C(O1)(C3)C)C3=C(C=C(C=C3)OC)OC)(C2)C)C 1,3,5,7-tetramethyl-6-(2,4-dimethoxyphenyl)-2,4,8-trioxa-6-phospha-adamantane